NC1=C2N=CN(C2=NC(=N1)F)[C@@H]1O[C@]([C@H]([C@H]1O)OCC1=CC=CC=C1)(C=C(C)C)COCC1=CC=CC=C1 (2R,3R,4S,5R)-2-(6-amino-2-fluoro-9H-purin-9-yl)-4-(benzyloxy)-5-((benzyloxy)methyl)-5-(2-methylprop-1-en-1-yl)tetrahydrofuran-3-ol